7-{7-[(R)-4-aza-1-indanylamino]-1-thia-6-aza-2-indenyl}-6-(5-amino-1,3,4-oxadiazol-2-yl)-3-isopropyl-5-[2-(tetrahydro-2H-pyran-4-yl)ethyl]-1λ6-thia-4-aza-1,1-indandione [C@H]1(CCC2=NC=CC=C12)NC=1N=CC=C2C=C(SC12)C=1C(=C(N=C2C(CS(C12)(=O)=O)C(C)C)CCC1CCOCC1)C=1OC(=NN1)N